S1C(=NC2=C1C=CC=C2)NC2=C(C=C(N=N2)N(C)C=2SC(=C(N2)C(=O)O)C2CCN(CC2)CC2=CC=CC=C2)C ({6-[(1,3-benzothiazol-2-yl)amino]-5-methylpyridazin-3-yl}(methyl)amino)-5-(1-benzylpiperidin-4-yl)-1,3-thiazole-4-carboxylic acid